2-bromo-6-chloro-3-[(2,2-difluoroacetyl)amino]-N-methyl-isonicotinamide BrC=1C(=C(C(=O)NC)C=C(N1)Cl)NC(C(F)F)=O